FC1=CC=C(C=C1)C1=CC(=C(C=N1)CNC(C=C)=O)C1=CC(N(C=C1)C)=O N-((6-(4-fluorophenyl)-1'-methyl-2'-oxo-1',2'-dihydro-[4,4'-bipyridin]-3-yl)methyl)acrylamide